Dimethyl-methoxyChromanol CC1(C(OC2=CC=CC=C2C1)(O)OC)C